FC1=C(C(=O)O)C=CC=C1C=1C=NNC1C(F)(F)F 2-fluoro-3-(5-(trifluoromethyl)-1H-pyrazol-4-yl)benzoic acid